OC=1C=C(C=CC1)CC(=O)NC=1SC=C(N1)C=1C=C2C=CN(C2=CC1)C(C1=C(C=CC=C1)C)=O 2-(3-hydroxyphenyl)-N-(4-(1-(2-methylbenzoyl)indol-5-yl)thiazol-2-yl)acetamide